7-((4-(5-(difluoromethyl)-1,3,4-oxadiazol-2-yl)-2-fluorobenzyl)(3,4-difluorophenyl)thiocarbamoyl)-2,7-diazaspiro[3.5]nonane-2-carboxylic acid tert-butyl ester C(C)(C)(C)OC(=O)N1CC2(C1)CCN(CC2)C(N(C2=CC(=C(C=C2)F)F)CC2=C(C=C(C=C2)C=2OC(=NN2)C(F)F)F)=S